acryloxypropyl-bis(trimethylsiloxy)methylsilane 3,5-dimethylphenyl-dihydrogenphosphate CC=1C=C(C=C(C1)C)OP(=O)(O)O.C(C=C)(=O)OCCC[SiH2]C(O[Si](C)(C)C)O[Si](C)(C)C